FC(C[C@H](CC)N1N=CC(=C1)C=1C=2N(C=C(N1)C=1C=NN(C1)C[C@H](CO)O)N=CC2)(F)F (R)-3-(4-(4-(1-((S)-1,1,1-trifluoropent-3-yl)-1H-pyrazol-4-yl)pyrazolo[1,5-a]pyrazin-6-yl)-1H-pyrazol-1-yl)propane-1,2-diol